1H-indazole-3-carboxylic acid N1N=C(C2=CC=CC=C12)C(=O)O